BrC1=NN(C(=C1)C(=O)NC1=C(C=C(C=C1C)Cl)/C=N/O)C1=NC=CC=C1Cl (E)-3-bromo-N-(4-chloro-2-((hydroxyimino)methyl)-6-methylphenyl)-1-(chloropyridin-2-yl)-1H-pyrazole-5-carboxamide